2,4-dihydroxy-4'-(2-methacryloyloxy-ethoxy)benzophenone OC1=C(C(=O)C2=CC=C(C=C2)OCCOC(C(=C)C)=O)C=CC(=C1)O